2,2-difluoro-2-(4-nitrophenyl)ethan-1-amine FC(CN)(C1=CC=C(C=C1)[N+](=O)[O-])F